C(C1=CC=CC=C1)OC[C@@H](CO)O (R)-3-(benzyl-oxy)propane-1,2-diol